C(CC)NC(CC(=O)O)C 3-(PROPYLAMINO)BUTANOIC ACID